8-isopropyl-2-(2-methoxyethoxy)pyrazolo[1,5-a][1,3,5]triazin C(C)(C)C=1C=NN2C1N=C(N=C2)OCCOC